dimethyl-(2,3-dimethyl-2-butyl)chlorosilane C[Si](Cl)(C(C)(C(C)C)C)C